4-((3-(2,6-dioxopiperidin-3-yl)-1-methyl-1H-indazol-7-yl)oxy)piperidin O=C1NC(CCC1C1=NN(C2=C(C=CC=C12)OC1CCNCC1)C)=O